4-iodo-5-methoxy-6-(trifluoromethyl)pyridine-3-amine IC1=C(C=NC(=C1OC)C(F)(F)F)N